N1(C=NC=C1)C1=CC(=C(C=C1)NC(=O)C1=C(N=NN1C1=CC=CC=C1)C)OC N-(4-(1H-imidazol-1-yl)-2-methoxyphenyl)-4-methyl-1-phenyl-1H-1,2,3-triazole-5-carboxamide